9-(1-((4-fluoro-2-(1-(methyl-d3)-1H-tetrazol-5-yl)phenyl)amino)ethyl)-4,7-dimethyl-3-(pyridin-3-yl)imidazo[1,5-a]quinazolin-5(4H)-one FC1=CC(=C(C=C1)NC(C)C=1C=C(C=C2C(N(C=3N(C12)C=NC3C=3C=NC=CC3)C)=O)C)C3=NN=NN3C([2H])([2H])[2H]